(E)-5-methyl-2-phenyl-3-(piperidin-1-yl)-6-(2-(pyridin-3-yl)vinyl)pyrazolo[1,5-a]pyrimidin-7(4H)-one CC=1NC=2N(C(C1\C=C\C=1C=NC=CC1)=O)N=C(C2N2CCCCC2)C2=CC=CC=C2